3,3-dimethyl-2H-isoquinoline-1,4-dione CC1(NC(C2=CC=CC=C2C1=O)=O)C